pyridin-3-ylbutanamide N1=CC(=CC=C1)C(C(=O)N)CC